C(C1=CC=CC=C1)(C1=CC=CC=C1)N1CC(C1)OC=1C=C(C=CC1)S(=O)(=O)N1CCC(CC1)NC(OC(C)(C)C)=O tert-Butyl (1-((3-((1-benzhydrylazetidin-3-yl)oxy)phenyl)sulfonyl)piperidin-4-yl)-carbamate